NC1=C(C=C(C(=O)NC2CCN(CC2)C)C=C1)O 4-amino-3-hydroxy-N-(1-methyl-4-piperidyl)benzamide